6-methyloxazolo[4,5-b]pyridine CC=1C=C2C(=NC1)N=CO2